FC(S(=O)(=O)OC1=CC2CCC(C1)N2C(=O)OC(C)(C)C)(F)F tert-Butyl 3-(((trifluoromethyl)sulfonyl)oxy)-8-azabicyclo[3.2.1]oct-2-ene-8-carboxylate